C(C)C1=CC=C(C=C1)N1N=CC(=C1)C=1C=C2C(=CNC2=CC1)NS(=O)(=O)C1CCC1 N-{5-[1-(4-ethylphenyl)-1H-pyrazol-4-yl]-1H-indol-3-yl}cyclobutanesulfonamide